C(CCCCCCCCCCCCC)(=O)O.CC(CCO)(C)O 3-methyl-1,3-butanediol monomyristate